ClC1=CC=C(C=N1)CN1C=CC=C2C1=NC(N(C2=O)C(COC)CC)=O 8-((6-chloropyridin-3-yl)methyl)-3-(1-methoxybutan-2-yl)pyrido[2,3-d]pyrimidine-2,4(3h,8h)-dione